Mercury(II) selenide [Hg]=[Se]